5-(piperidin-4-yl)-2-(pyrrolidin-1-yl)pyridine dihydrochloride Cl.Cl.N1CCC(CC1)C=1C=CC(=NC1)N1CCCC1